ClC=1C=C(C=CC1)C(=O)C1=CC(=C(C=C1)N1C[C@H](CC1)OC1=NC=CC=C1Cl)CCO (S)-(3-chlorophenyl)(4-(3-(3-chloropyridin-2-yloxy)pyrrolidin-1-yl)-3-(2-hydroxyethyl)phenyl)methanone